6-(8-oxa-3-azabicyclo[3.2.1]oct-3-yl)-4-(4,4-difluoro-2-methylpiperidin-1-yl)pyridazine-3-carbonitrile C12CN(CC(CC1)O2)C2=CC(=C(N=N2)C#N)N2C(CC(CC2)(F)F)C